COC(C1=C(C(=C(C(=C1)Cl)NC(C)=O)Br)OCCBr)=O 4-acetamido-3-bromo-2-(2-bromoethoxy)-5-chlorobenzoic acid methyl ester